(2-fluorobenzyl)piperidine-4-carboxylic acid FC1=C(CN2CCC(CC2)C(=O)O)C=CC=C1